Diiodo(1,3,5-trimethylphenyl)ruthenium (II) I[Ru-](C1(CC(=CC(=C1)C)C)C)I